2-ethyl-4-methyl-8-(6-methyl-7-oxo-6,7-dihydro-1H-pyrrolo[2,3-c]pyridin-4-yl)-2H-1,4-benzoxazin-3(4H)-one C(C)C1OC2=C(N(C1=O)C)C=CC=C2C=2C1=C(C(N(C2)C)=O)NC=C1